(1-(5-(4-chloro-2-methyl-2H-indazole-5-yl)-4-cyano-7H-pyrrolo[2,3-d]pyrimidin-2-yl)-4-(2-fluorophenyl)piperidin-4-yl)carbamate ClC=1C2=CN(N=C2C=CC1C1=CNC=2N=C(N=C(C21)C#N)N2CCC(CC2)(C2=C(C=CC=C2)F)NC([O-])=O)C